O[C@H]1CN(CC1)C(=O)OC(C)(C)C tert-butyl (R)-3-hydroxypyrrolidine-1-carboxylat